ClC1=CC(=C(OCC=2C=NC=C(C#N)C2)C=C1OCC=1C(=C(C=CC1)C1=C(C(=CC=C1)\C=C(\C1=CC(=C(C=C1)C=O)OC)/F)C)C)C=O (Z)-5-((4-chloro-5-((3'-(2-fluoro-2-(4-formyl-3-methoxyphenyl)vinyl)-2,2'-dimethyl-[1,1'-biphenyl]-3-yl)methoxy)-2-formylphenoxy)methyl)nicotinonitrile